N2-(3-(ethylsulfonyl)phenyl)-N4-isopropyl-6-phenyl-1,3,5-triazine-2,4-diamine C(C)S(=O)(=O)C=1C=C(C=CC1)NC1=NC(=NC(=N1)NC(C)C)C1=CC=CC=C1